CN1C2=C(OCC(C1=O)NC(=O)C1=NNC(=C1)C1(CC1)C1=CC=CC=C1)C=CC=C2 N-(5-methyl-4-oxo-2,3,4,5-tetrahydrobenzo[b][1,4]oxazepin-3-yl)-5-(1-phenylcyclopropyl)-1H-pyrazole-3-carboxamide